tert-butyl (8-bromo-3-tert-butyl-2,5-dioxo-2,3-dihydroimidazo[1,2-c]pyrido[2,3-e]pyrimidin-6(5H)-yl)acetate BrC1=CC2=C(C=3N(C(N2CC(=O)OC(C)(C)C)=O)C(C(N3)=O)C(C)(C)C)N=C1